hexanelactam C1(CCCCCN1)=O